FC1=CC(=CC2=C(N(N=C12)C)C(C)C)C1=CC(=NC=C1C)NC(=O)[C@@H]1C[C@@H](CCC1)NC(COC)=O (1S,3R)-N-(4-(7-fluoro-3-isopropyl-2-methyl-2H-indazol-5-yl)-5-methylpyridin-2-yl)-3-(2-methoxyacetamido)cyclohexane-1-carboxamide